N-(2,6-difluoro-4-hydroxybenzoyl)-O-((1R,3R)-3-(2-(5,6,7,8-tetrahydro-1,8-naphthyridin-2-yl)ethyl)cyclobutyl)-L-homoserine FC1=C(C(=O)N[C@@H](CCOC2CC(C2)CCC2=NC=3NCCCC3C=C2)C(=O)O)C(=CC(=C1)O)F